C1(CC1)CCOC1=CC=2CN(N3C(C2C2=C1OCC2)=CC(C(=C3)C(=O)O)=O)C(C(C)C)=O 4-(2-Cyclopropylethoxy)-7-isobutyryl-11-oxo-2,6,7,11-tetrahydro-1H-furo[2,3-H]pyrido[2,1-a]phthalazine-10-carboxylic acid